3-methyl-N-{3-[5-(oxazolidin-4-yloxy)pyridin-2-yl]-1,2-thiazol-5-yl}pyridin-2-amine CC=1C(=NC=CC1)NC1=CC(=NS1)C1=NC=C(C=C1)OC1NCOC1